BrC=1C=C(C(=NC1)Cl)SCC 5-bromo-2-chloro-3-(ethylthio)pyridine